C(C)S(=O)(=O)C1=NN2C(N=C(C=C2C(F)(F)F)C(F)(F)F)=C1C1=NC=2C(=NC=C(C2)C(F)(F)F)N1C 2-(2-(ethylsulfonyl)-5,7-bis(trifluoromethyl)pyrazolo[1,5-a]pyrimidin-3-yl)-3-methyl-6-(trifluoromethyl)-3H-imidazo[4,5-b]pyridine